(3-Phenoxypropionyl)-alanine O(C1=CC=CC=C1)CCC(=O)N[C@@H](C)C(=O)O